FCC(=C(CF)F)F 1,2,3,4-Tetrafluoro-2-butene